C(C)OC(CCC(=O)C1=NC2=C(C=CC=C2C(=C1O)C#N)C1=CC(=CC=C1)Cl)=O 4-[8-(3-chloro-phenyl)-4-cyano-3-hydroxy-quinolin-2-yl]-4-oxo-butyric acid ethyl ester